CCC=C1C(=O)OC1=O butenedicarboxylic anhydride